C1(CCCCC1)NC(C(C=1C=NC=CC1)N(C(=O)[C@@H]1N(C[C@@H](C1)O)C(=O)OC(C)(C)C)C1=CC=C(C=C1)C1(CC1)C(F)(F)F)=O (2R,4R)-tert-butyl 2-((2-(cyclohexylamino)-2-oxo-1-(pyridin-3-yl)ethyl)(4-(1-(trifluoromethyl)cyclopropyl)phenyl)carbamoyl)-4-hydroxypyrrolidine-1-carboxylate